dodecylimidazolinium C(CCCCCCCCCCC)[NH+]1C=NCC1